2'-amino-5-chloro-N-(6-ethynyl-5-(trifluoromethyl)pyridin-3-yl)-2,4'-difluoro-[1,1'-biphenyl]-4-carboxamide NC1=C(C=CC(=C1)F)C1=C(C=C(C(=C1)Cl)C(=O)NC=1C=NC(=C(C1)C(F)(F)F)C#C)F